4-[3-(4-Bromo-5-methyl-triazol-1-yl)cyclobutyl]piperazine-1-carboxylic acid tert-butyl ester C(C)(C)(C)OC(=O)N1CCN(CC1)C1CC(C1)N1N=NC(=C1C)Br